CN1N=CC(=C1)NC1=NC(=NC=C1C(F)(F)F)NC1=C(C(=O)N)C=CC=C1 ((4-((1-methyl-1H-pyrazol-4-yl)amino)-5-trifluoromethylpyrimidin-2-yl)amino)benzamide